ClC=1N=CN(C(C1)=O)CC1(C(CN(CC1)C(=O)OC(C)(C)C)(C)C)O tert-butyl 4-((4-chloro-6-oxopyrimidin-1(6H)-yl) methyl)-4-hydroxy-3,3-dimethylpiperidine-1-carboxylate